NC1=NC(=C2N=CN(C2=N1)[C@H]1C[C@H](C1)COP(=O)(OC1=CC=C(C=C1)Br)N[C@@H](C)C(=O)OC)NC Methyl (((cis-3-(2-amino-6-(methylamino)-9H-purin-9-yl)cyclobutyl)methoxy)(4-bromophenoxy)phosphoryl)-L-alaninate